(E)-2-((4-(dimethylamino)-2-hydroxyphenyl)diazenyl)pyridine 1-oxide CN(C1=CC(=C(C=C1)/N=N/C1=[N+](C=CC=C1)[O-])O)C